(3α,7α-dihydroxy-4,4-difluoro-6α-ethyl-5β-cholan-24-yl)-benzenesulfonamide O[C@H]1C([C@H]2[C@H]([C@H]([C@H]3[C@@H]4CC[C@H]([C@@H](CCCC5=C(C=CC=C5)S(=O)(=O)N)C)[C@]4(CC[C@@H]3[C@]2(CC1)C)C)O)CC)(F)F